calcium saccharin salt S1(=O)(=O)NC(=O)C2=CC=CC=C12.[Ca]